4-(4-Chloro-6-(((2R,7aS)-2-fluorotetrahydro-1H-pyrrolizin-7a(5H)-yl)methoxy)-1,3,5-triazin-2-yl)-6-methyl-1,4-oxazepane ClC1=NC(=NC(=N1)OC[C@]12CCCN2C[C@@H](C1)F)N1CCOCC(C1)C